C1CCC2=C(C=3CCCC3C=C12)NC(=O)NS(=O)(=O)C=CC1N(CCC1)CC1=CN=CC=C1 N-((1,2,3,5,6,7-hexahydro-S-indacen-4-yl)carbamoyl)-2-(1-nicotinyl-pyrrolidin-2-yl)vinylsulfonamide